2-(((1r,4r)-4-(((5-fluoropyridin-2-yl)(phenyl)carbamoyl-oxy)methyl)cyclohexyl)methoxy)acetic acid FC=1C=CC(=NC1)N(C(=O)OCC1CCC(CC1)COCC(=O)O)C1=CC=CC=C1